methyl 2-{4-[N-{[4-(methanesulfonyl)phenyl]methoxy}ethanimidoyl]phenoxy}acetate CS(=O)(=O)C1=CC=C(C=C1)CON=C(C)C1=CC=C(OCC(=O)OC)C=C1